ClC=1C=C(C=CC1N1C(N(C=C1)C)=O)C1=C(C(=CC(=C1)F)C1=CC(=C(C=C1)C)N1CC2(CC2)C(C1)(C)O)O 1-(3-chloro-5'-fluoro-2'-hydroxy-3''-(7-hydroxy-7-methyl-5-azaspiro[2.4]heptan-5-yl)-4''-methyl-[1,1':3',1''-terphenyl]-4-yl)-3-methyl-1H-imidazol-2(3H)-one